FC(F)(F)C1=C(C(=O)N)C=CN=C1 (TRIFLUOROMETHYL)ISONICOTINAMIDE